1-(3-Methoxybenzyl)-4-(4-Methylpiperazin-1-Yl)-2-(Trifluoromethyl)-1H-Indole COC=1C=C(CN2C(=CC3=C(C=CC=C23)N2CCN(CC2)C)C(F)(F)F)C=CC1